2-pentyl-9,10-bis(benzoyloxy)anthracene C(CCCC)C1=CC2=C(C3=CC=CC=C3C(=C2C=C1)OC(C1=CC=CC=C1)=O)OC(C1=CC=CC=C1)=O